Dopamine Carbon [C].NCCC1=CC(O)=C(O)C=C1